(R)-2-((1-(3-(benzylthio)-2,7-dimethyl-1-oxo-1,2-dihydroisoquinolin-5-yl)ethyl)amino)benzoic acid C(C1=CC=CC=C1)SC=1N(C(C2=CC(=CC(=C2C1)[C@@H](C)NC1=C(C(=O)O)C=CC=C1)C)=O)C